C(C)(C)(C)OC(=O)N1CC(C1)OC=1C=C(C(=NC1)C1=CC(=CN1C)C(=O)OC)OCC1=CC(=CC(=C1)F)F methyl 5-(5-{[1-(tert-butoxycarbonyl)azetidin-3-yl]oxy}-3-[(3,5-difluorophenyl)methoxy]pyridin-2-yl)-1-methylpyrrole-3-carboxylate